C(#N)C(C(=O)N(CC)CC)C(=O)C1=CC(=C(C(=C1)[N+](=O)[O-])O)O 2-cyano-3-(3,4-dihydroxy-5-nitrophenyl)-N,N-diethyl-3-oxopropanamide